1,4-bis(carboxymethyl)-cyclohexane C(=O)(O)CC1CCC(CC1)CC(=O)O